FC1=CC=C(C=C1)C(C=C)(C1=CC=C(C=C1)F)O 1,1-bis(4-fluorophenyl)allyl alcohol